CC(CC)(NC(N)=O)C N'-Dimethylpropylurea